FC1=C(C=NSC(C)(C)C)C=C(C=C1)C (R)-N-(2-Fluoro-5-methylbenzylidene)-2-methylpropane-2-sulfenamide